N-(6-bromo-3-carbamoyl-1-chloro-2-naphthyl)-2-(3-chloro-2-pyridyl)-5-[[5-[4-(trifluoromethyl)phenyl]tetrazol-2-yl]methyl]pyrazole-3-carboxamide BrC=1C=C2C=C(C(=C(C2=CC1)Cl)NC(=O)C=1N(N=C(C1)CN1N=C(N=N1)C1=CC=C(C=C1)C(F)(F)F)C1=NC=CC=C1Cl)C(N)=O